1,3-dicyclohexylpyrimidine C1(CCCCC1)N1CN(CC=C1)C1CCCCC1